OC1=C(C=C(C=C1)OC(C=CC)=O)N1N=C2C(=N1)C=CC=C2 2-(2'-hydroxy-5'-(methyl)acryloyloxyphenyl)-2H-benzotriazole